6-chloro-2-(methylthio)pyrimidine-4,5-diamine ClC1=C(C(=NC(=N1)SC)N)N